C(C=C)C1OC2=C(O1)C=CC=C2 (prop-2-en-1-yl)-2H-1,3-benzodioxole